N[C@@H](C(=O)NCCOCCOCCOCCOCCOCCN=[N+]=[N-])CCC(=O)NC1=C(C(=C(C=C1C)C)Br)C (2R)-2-amino-N-(17-azido-3,6,9,12,15-pentaoxaheptadecan-1-yl)-N'-(3-bromo-2,4,6-trimethylphenyl)pentanediamide